C(#N)C1(COC1)NS(=O)(=O)C=1C=C2C(N(C(NC2=CC1)=O)CC1=CN=C(S1)C)=O N-(3-cyanooxetan-3-yl)-3-[(2-methyl-1,3-thiazol-5-yl)methyl]-2,4-dioxo-1H-quinazoline-6-sulfonamide